C(C)(C)(C)N(C(=O)OCCNC1=CC(=NC2=C(C(=CC=C12)Cl)Cl)C=1C=NNC1)C1C2CNCC1CC2 2-((7,8-Dichloro-2-(1H-Pyrazol-4-Yl)Quinolin-4-Yl)Amino)Ethan-1-Ol EXO-TERT-BUTYL-N-(3-AZABICYCLO[3.2.1]OCTAN-8-YL)CARBAMATE